C1=CC=CC=2C3=CC=CC=C3C(C12)COC(=O)N[C@@H](CS(=O)(=O)O[Na])C(=O)N[C@@H](C(C)C)C(N[C@H](C(=O)NC1=CC=C(C=C1)CO)C)=O [(2R)-2-(9H-fluoren-9-ylmethoxycarbonylamino)-3-[[(1S)-1-[[(1S)-2-[4-(hydroxymethyl)anilino]-1-methyl-2-oxo-ethyl]carbamoyl]-2-methyl-propyl]amino]-3-oxo-propyl]sulfonyloxysodium